N1=CC=CC2=CC(=CC=C12)C1=CC(=NC=N1)N 6-quinolin-6-ylpyrimidin-4-amine